3-amino-5-bromo-N-(6-(4-isopropyl-4H-1,2,4-triazol-3-yl)pyridin-2-yl)-1H-indazole-1-carboxamide NC1=NN(C2=CC=C(C=C12)Br)C(=O)NC1=NC(=CC=C1)C1=NN=CN1C(C)C